C[C@@H]1CN(C[C@@H](N1)C)C=1C=CC=2N(C(C=C(N2)C2=NN3C(C(=NC(=C3)C)C)=C2)=O)C1 7-[(3R,5S)-3,5-dimethylpiperazin-1-yl]-2-(4,6-dimethylpyrazolo[1,5-a]pyrazin-2-yl)-4H-pyrido[1,2-a]pyrimidin-4-one